p-fluorocinnamic amide FC1=CC=C(C=CC(=O)N)C=C1